(S)-1-[(S)-3-methyl-1-({3-[(1-pyrrolidinyl)methyl]-1,5-dioxa-9-aza-9-spiro[5.5]undecyl}carbonyl)butyl]-3-isobutyl-2-piperazinone CC(C[C@@H](C(=O)N1CCC2(OCC(CO2)CN2CCCC2)CC1)N1C([C@@H](NCC1)CC(C)C)=O)C